1-(2-hydroxyethyl)pyrrole OCCN1C=CC=C1